C(COCCOCCS(=O)(=O)C(C)CC(CCCC)=O)S(=O)(=O)C(C)CC(CCCC)=O (±)-2,2'-(3,6-dioxaoctane-1,8-diyldisulfonyl)bis(octan-4-one)